C(#N)C1=CC(=C(COC2=CC=CC(=N2)C2=CC(N(C=C2)CC2=NC3=C(N2C[C@H]2OCC2)C(=C(C=C3)C(=O)O)F)=O)C=C1)F (S)-2-((6-((4-cyano-2-fluorobenzyl)oxy)-2'-oxo-[2,4'-bipyridin]-1'(2'H)-yl)methyl)-7-fluoro-1-(oxetan-2-ylmethyl)-1H-benzo[d]imidazole-6-carboxylic acid